2-(2-bromophenyl)-N-[4-(3-chlorophenoxy)-3-sulfamoylphenyl]acetamide benzyl-(1R,3R,5S)-3-hydroxy-3-isopropyl-8-azabicyclo[3.2.1]octane-8-carboxylate C(C1=CC=CC=C1)OC(=O)N1[C@H]2CC(C[C@@H]1CC2)(C(C)C)O.BrC2=C(C=CC=C2)CC(=O)NC2=CC(=C(C=C2)OC2=CC(=CC=C2)Cl)S(N)(=O)=O